(2R,6R)-N-(3-azabicyclo[3.2.0]heptan-6-yl)-6-methyl-4-[8-(trifluoromethyl)-5-quinolyl]morpholine-2-carboxamide C12CNCC2C(C1)NC(=O)[C@H]1CN(C[C@H](O1)C)C1=C2C=CC=NC2=C(C=C1)C(F)(F)F